C1(CC1)NC(CC1N(C(CC1)=O)CC1=CC=C(C=C1)CC)=O N-cyclopropyl-2-[1-[(4-ethylphenyl)methyl]-5-oxopyrrolidin-2-yl]acetamide